FC(C1=C(C#N)C=CC(=C1)N1C=C(C=2[C@@H](CCCC12)O)S(=O)(=O)C(F)(F)F)F (R)-2-(Difluoromethyl)-4-(4-hydroxyl-3-((trifluoromethyl)sulfonyl)-4,5,6,7-tetrahydro-1H-indol-1-yl)benzonitrile